FC=1C=C(C=CC1F)N1C=NC(=C1)[N+](=O)[O-] 1-(3,4-Difluorophenyl)-4-nitro-1H-imidazole